methyl 4-(hydroxy(phenyl)methyl)benzoate OC(C1=CC=C(C(=O)OC)C=C1)C1=CC=CC=C1